C(#N)CCN1N=CC(=C1)C=1C=CC=2N(C1)N=CC2C#N 6-(1-(2-cyanoethyl)-1H-pyrazol-4-yl)pyrazolo[1,5-a]pyridine-3-carbonitrile